Ethyl [32-methyl-20-oxo-14-oxa8,9,10,21-tetrazahexacyclo[19.5.3.216,19.13,7.06,10.024,28]dotriaconta-1(26),3(32),4,6,8,16,18,24,27,30-decaen-2-yl]acetate CC=1C2=C3C=CC1C(C1=CC=C4CCN(C(C5=CC=C(COCCCN3N=N2)C=C5)=O)CC4=C1)CC(=O)OCC